IC=1C=NN(C1)CCCCN 4-(4-iodo-1H-pyrazol-1-yl)butane-1-amine